bis-(methacryloyloxyoctyl) phosphate P(=O)(OCCCCCCCCOC(C(=C)C)=O)(OCCCCCCCCOC(C(=C)C)=O)[O-]